C1(CC1)C1=NC=NC(=C1C=1N=CC2=C(NC3=CC(=CC=C23)C#N)N1)OC 2-(4-cyclopropyl-6-methoxypyrimidin-5-yl)-9H-pyrimido[4,5-b]indole-7-carbonitrile